FC1=C2C=CC=NC2=C(C=C1)NS(=O)(=O)C1=NC=C(C=C1)C N-(5-fluoro-quinolin-8-yl)-5-methylpyridine-2-sulfonamide